CS(=O)(=O)N1[C@H](CCC1)C(=O)Cl (methylsulfonyl)-D-prolyl chloride